BrC1=C(C=C(C=C1)Br)NC(C1=CC=CC=C1)=S N-(2,5-dibromophenyl)benzothioamide